C(=C)[C@H]1CCC(=CC1)C (1S,6S)-6-Ethenyl-3-methylcyclohex-2-en